COC1=CC=C2C=CC=NC2=C1S(=O)(=O)NC1=C(C=CC=C1)C#CC=1C=CC=NC1 5-{2-[2-(7-Methoxychinolin-8-sulfonamido)phenyl]ethynyl}pyridin